CC(C(=O)OC(C)OC(=O)N1CCC(CC1)C1=CC=C(C=C1)C(NC1=CC(=C(C=C1)C)NC1=NC=CC(=N1)C=1C=NC=CC1)=O)(C)C 4-{4-[4-Methyl-3-(4-pyridin-3-yl-pyrimidin-2-ylamino)-phenylcarbamoyl]-phenyl}-piperidine-1-carboxylic acid 1-(2,2-dimethyl-propionyloxy)-ethyl ester